ClC1=CC(=C(N=N1)OCC(C(=O)NC1CCN(CC1)C)(C)C)C(F)(F)F 3-((6-chloro-4-(trifluoromethyl)pyridazin-3-yl)oxy)-2,2-dimethyl-N-(1-methylpiperidin-4-yl)propanamide